2,3,7,8,12,13,17,18-octaethyl-12h,23h-porphyrin C(C)C=1C=2N=C(C1CC)C=C1C(=C(C(=N1)C=C1C(C(=C(N1)C=C1C(=C(C(=N1)C2)CC)CC)CC)CC)CC)CC